ClC1=CN=CC(=N1)NNC(C1=C(C=C(C=C1)/C(=C/C(C(F)(F)F)C1=CC(=C(C(=C1)Cl)Cl)Cl)/F)C(F)(F)F)=O (Z)-N'-(6-chloropyrazin-2-yl)-4-(1,4,4,4-tetrafluoro-3-(3,4,5-trichlorophenyl)but-1-en-1-yl)-2-(trifluoromethyl)benzoyl-hydrazine